N1(C=NC=C1)C=1C=C(CNCC2=CC(=CC=C2)OC)C=CC1 N-(3-(1H-imidazol-1-yl)benzyl)-1-(3-methoxyphenyl)methanamine